COC=1C(=NC(=NC1)NC=1C=C2C=CN(C2=CC1)CCOC)OC=1C=C(C=CC1)NC(C=C)=O N-(3-(5-methoxy-2-(1-(2-methoxyethyl)indol-5-ylamino)pyrimidin-4-yloxy)phenyl)acrylamide